D-glutaminyl-L-lysine N[C@H](CCC(N)=O)C(=O)N[C@@H](CCCCN)C(=O)O